C1(CC1)S(=O)(=N)C1=CC(=C(C=C1)NC(C1=NC(=CC(=C1)C)OCCC(F)(F)F)=O)N1CCC2(CC2)CC1 N-(4-(cyclopropanesulfonimidoyl)-2-(6-azaspiro[2.5]octan-6-yl)phenyl)-4-methyl-6-(3,3,3-trifluoropropoxy)picolinamide